CN(C1(CCC1)CNC=1C2=C(N=C(N1)OCC13CCCN3CCC1)C(=C(N=C2)C2=CC=CC1=CC=C(C(=C21)C#C)F)F)C N-((1-(dimethylamino)cyclobutyl)methyl)-7-(8-ethynyl-7-fluoronaphthalen-1-yl)-8-fluoro-2-((hexahydro-1H-pyrrolizin-7a-yl)methoxy)pyrido[4,3-d]pyrimidin-4-amine